fluorovinylidene fluoride FC=C(F)F